BrC=1C2=C(C(N(C1)C)=O)N(C(=C2)C(=O)O)S(=O)(=O)C2=CC=C(C)C=C2 4-Bromo-6-methyl-7-oxo-1-tosyl-6,7-dihydro-1H-pyrrolo[2,3-c]pyridine-2-carboxylic acid